3,5,6-trichloro-2-methoxypyridine ClC=1C(=NC(=C(C1)Cl)Cl)OC